ON1N=CC(=C1)N1CN(C(C2=CC=CC=C12)=O)CC1=CC=C(C=C1)O (1-hydroxy-1H-pyrazol-4-yl)-3-(4-hydroxybenzyl)-2,3-dihydroquinazolin-4(1H)-one